C(C)(SCC1(CC(C1)(OC)OC)CO[Si](C1=CC=CC=C1)(C1=CC=CC=C1)C(C)(C)C)=O S-((1-(((tert-butyldiphenylsilyl)oxy)methyl)-3,3-dimethoxycyclobutyl)methyl) ethanethioate